COC1=C(C=CC=C1C)N1C(N=CC2=C1N=CC(=C2)C#N)=O (2-Methoxy-3-methylphenyl)-2-oxo-1,2-dihydropyrido[2,3-d]pyrimidine-6-carbonitrile